NC(C)C1=CC(=NC2=C(C=C(C=C12)C1=NC(=NC=C1F)NC1CCN(CC1)S(=O)(=O)C(F)F)F)C 4-(4-(1-aminoethyl)-8-fluoro-2-methylquinolin-6-yl)-N-(1-((difluoromethyl)sulfonyl)piperidin-4-yl)-5-fluoropyrimidin-2-amine